Cl.ClC=1C=C(C=C(C1)Cl)C=1OC2=C(N1)C=CC(=C2)C(=O)OC2CCC=1N(C2)C=CN1 5,6,7,8-tetrahydroimidazo[1,2-a]pyridin-6-yl 2-(3,5-dichlorophenyl)-benzo[d]oxazole-6-carboxylate hydrochloride